C(C)(C)(C)C=1SC2=C(N1)C(=CC1(CCN(CC1)C(=O)OC(C)(C)C)C2)OC tert-butyl 2-(tert-butyl)-4-methoxy-7H-spiro[benzo[d]thiazole-6,4'-piperidine]-1'-carboxylate